FC1=C(C(=CC=C1NS(=O)(=O)N1C[C@@H](CC1)F)F)C1=CC2=C(N=C(N=C2)NCCCCCNC(C)=O)N(C1=O)C N-[5-[[6-[2,6-difluoro-3-[[(3R)-3-fluoropyrrolidin-1-yl]sulfonylamino]phenyl]-8-methyl-7-oxopyrido[2,3-d]pyrimidin-2-yl]amino]pentyl]acetamide